CN(C1=CC=C(C=C1)C1C=C2CC[C@H]3[C@@H]4CC[C@H]([C@@]4(C)CCC3=C2CC1)C#CC)C 3-[p-(Dimethylamino)phenyl]-17a-(1-propynyl)estra-4,9-dien